CC=1C=C2C=CC(=CN2C1C(=O)OC)C=C methyl 2-methyl-6-vinylindolizine-3-carboxylate